FC(C=1C(=CC(=C(C1)C(=N)N(C)CC)C)OCCC[Si](C)(C)C)F {5-(difluoromethyl)-2-methyl-4-[3-(trimethylsilyl)propoxy]phenyl}-N-ethyl-N-methyl-formamidine